5-chloro-7-(1-methylindazol-5-yl)thieno[2,3-c]pyridine ClC=1C=C2C(=C(N1)C=1C=C3C=NN(C3=CC1)C)SC=C2